S-Benzyl (S)-3-cyclopropyl-2-(2-((S)-1-(2,3-difluorobenzyl)-5-oxopyrrolidin-2-yl)acetamido)propanethioate C1(CC1)C[C@@H](C(SCC1=CC=CC=C1)=O)NC(C[C@H]1N(C(CC1)=O)CC1=C(C(=CC=C1)F)F)=O